C(C1=CC=CC=C1)OC(N(C)CC(C)(C)OCCC(C(C)O)(C)C1=CC(=CC=C1)I)=O.N1(N=NC2=C1C=CC=C2)CNC(C2=CC=C(C=C2)OC2=C(C=CC=C2C(C)C)C(C)C)=O N-(benzotriazol-1-ylmethyl)-4-(2,6-diisopropylphenoxy)benzamide Benzyl-(2-((4-hydroxy-3-(3-iodophenyl)-3-methylpentyl)oxy)-2-methylpropyl)(methyl)carbamate